C(C)(C)(C)C1=NN(C(=C1)NC(=O)NC1=CC(=C(C=C1)OC1=C2C(=NC=C1)NC=C2Cl)F)C2=CC=CC=C2 1-(3-(tert-butyl)-1-phenyl-1H-pyrazol-5-yl)-3-(4-((3-chloro-1H-pyrrolo[2,3-b]pyridin-4-yl)oxy)-3-fluorophenyl)urea